7-(3-Fluoro-4-methylphenyl)-1-(3,4,5-trimethoxyphenyl)pyrrolo[1,2-a]pyrazine FC=1C=C(C=CC1C)C=1C=C2N(C=CN=C2C2=CC(=C(C(=C2)OC)OC)OC)C1